oxalic acid, diallyl ester C(C(=O)OCC=C)(=O)OCC=C